methyl 4-((5-(3-chlorophenyl)-1-(4-(trifluoromethyl)benzyl)-1H-indole-7-carboxamido)methyl)benzoate ClC=1C=C(C=CC1)C=1C=C2C=CN(C2=C(C1)C(=O)NCC1=CC=C(C(=O)OC)C=C1)CC1=CC=C(C=C1)C(F)(F)F